rac-4-bromobenzyl ((1R,2R,3R,4S)-3-isopropylbicyclo[2.2.1]heptan-2-yl)carbamate C(C)(C)[C@H]1[C@@H]([C@@H]2CC[C@H]1C2)NC(OCC2=CC=C(C=C2)Br)=O |r|